(R)-2,3-dihydro-1H-inden-1-amine hydrochloride Cl.[C@H]1(CCC2=CC=CC=C12)N